[C@@]12(OC[C@H](NC1)C2)CO [(1R,4R)-2-Oxa-5-azabicyclo[2.2.1]heptan-1-yl]methanol